N-[(1R)-1-[3-(cyclopropylmethoxy)-5-methoxy-phenyl]ethyl]-5-[(1R,5S)-8-ethyl-3,8-diazabicyclo[3.2.1]octan-3-yl]-2-methyl-benzamide C1(CC1)COC=1C=C(C=C(C1)OC)[C@@H](C)NC(C1=C(C=CC(=C1)N1C[C@H]2CC[C@@H](C1)N2CC)C)=O